NC1=CC=C(C(=N1)NCCCCCC1CN(CCC1)C(=O)OC(C)(C)C)Br tert-butyl 3-(5-((6-amino-3-bromopyridin-2-yl)amino)pentyl)piperidine-1-carboxylate